methyl 6-(((1-methoxy-2-methyl-1-oxopropan-2-yl)amino)methyl)picolinate COC(C(C)(C)NCC1=CC=CC(=N1)C(=O)OC)=O